6,14,22-triethynyltetracyclo[18.4.0.04,9.012,17]tetracosa-1(20),4(9),5,7,12(17),13,15,21,23-nonaen-2,10,18-triyne C(#C)C1=CC=2C#CC=3C=CC(=CC3C#CC=3C=CC(=CC3C#CC2C=C1)C#C)C#C